NC1=CC(=C(C=C1)N=NC1=CC=C(C=C1)S(=O)(=O)N)C 4-(4-Amino-2-methyl-phenyl-azo)-benzenesulfonamide